N1(CCCCC1)C(=O)C=1C=C2C(=NC1)N(C=C2)C=2C=C(C=CC2)C(C)=O 1-(3-(5-(piperidine-1-carbonyl)-1H-pyrrolo[2,3-b]pyridin-1-yl)phenyl)ethan-1-one